FC=1C(=NC=C(C1)F)CNC(=O)C=1N=C(OC1)N1CC(C(CC1)N1C[C@@H](CCC1)C)F N-[(3,5-difluoropyridin-2-yl)methyl]-2-[(3R)-3'-fluoro-3-methyl[1,4'-bipiperidin]-1'-yl]-1,3-oxazole-4-carboxamide